methyl (4R)-2-oxo-4-(2-(4,4,5,5-tetramethyl-1,3,2-dioxaborolan-2-yl)ethyl)cyclohexane-1-carboxylate O=C1C(CC[C@H](C1)CCB1OC(C(O1)(C)C)(C)C)C(=O)OC